2-chloro-N-(6-chlorobenzothiazol-2-yl)acetamide ClCC(=O)NC=1SC2=C(N1)C=CC(=C2)Cl